ClC=1C=C(C=CC1F)[C@@H]1CN2[C@H](CO1)CN(CC2)C(=O)C=2C(=C(C=CC2)N2CC(NCC2)=O)Cl 4-[3-[(3R,9aS)-3-(3-chloro-4-fluoro-phenyl)-3,4,6,7,9,9a-hexahydro-1H-pyrazino[2,1-c][1,4]oxazine-8-carbonyl]-2-chloro-phenyl]piperazin-2-one